2-(6-bromo-2,4-dimethyl-1,3-dioxo-1,2,3,4-tetrahydroisoquinolin-4-yl)acetic acid cyclohexyl ester C1(CCCCC1)OC(CC1(C(N(C(C2=CC=C(C=C12)Br)=O)C)=O)C)=O